[(4S)-7-chloro-6-(3-fluoro-2-pyridyl)-4-methyl-8-(trifluoromethyl)-4H-imidazo[1,2-a][1,4]benzodiazepin-2-yl]methanol ClC1=C(C=CC2=C1C(=N[C@H](C=1N2C=C(N1)CO)C)C1=NC=CC=C1F)C(F)(F)F